1-[6-(4-chloroanilino)-2-[2-hydroxyethyl-(methyl)amino]-5-nitro-pyrimidin-4-yl]-4-methyl-piperidine-4-carboxamide ClC1=CC=C(NC2=C(C(=NC(=N2)N(C)CCO)N2CCC(CC2)(C(=O)N)C)[N+](=O)[O-])C=C1